C(C1=CC=CC=C1)N1CCN(CC(C1)O)CC1=CC=CC=C1 1,4-dibenzyl-1,4-diazepan-6-ol